2-[(3r,5s)-3,5-dimethylpiperazin-1-yl]-5-(trifluoromethyl)pyrimidine C[C@@H]1CN(C[C@@H](N1)C)C1=NC=C(C=N1)C(F)(F)F